(6S)-6-(3-Anilino-2-chloro-phenyl)-3-(3-hydroxy-3-methyl-cyclobutyl)-2-imino-6-methyl-hexahydropyrimidin-4-one N(C1=CC=CC=C1)C=1C(=C(C=CC1)[C@@]1(CC(N(C(N1)=N)C1CC(C1)(C)O)=O)C)Cl